C1(CC1)C=1C(N(C(C1)=O)CC1CCOCC1)=O 3-cyclopropyl-1-((tetrahydro-2H-pyran-4-yl)methyl)-1H-pyrrole-2,5-dione